N1(CCCCCC1)CCN1CCN(C2=C(C1=O)C=CC=C2)CC2=CC=CC=C2 4-(2-(azepan-1-yl)ethyl)-1-benzyl-1,2,3,4-tetrahydro-5H-benzo[e][1,4]diazepin-5-one